benzyl (R)-2-oxo-1-oxa-3,7-diazaspiro[4.5]decane-7-carboxylate O=C1O[C@]2(CN1)CN(CCC2)C(=O)OCC2=CC=CC=C2